OCCS=C(C(CO[Si](C)(C)C(C)(C)C)(C)C)O.ClC1=CC=C(C=C1)NC(C(C)(C)C)=O N-(4-chlorophenyl)pivalamide S-(2-hydroxyethyl)3-((tert-butyldimethylsilyl)oxy)-2,2-dimethylpropanethioate